(R)-5-(7-(2,4-Dichloro-3-(trifluoromethyl)benzoyl)-2-(isopropylamino)-6-methyl-4-oxo-5,6,7,8-tetrahydropyrido[3,4-d]pyrimidin-3(4H)-yl)-N,1-dimethyl-1H-imidazole-2-carboxamide ClC1=C(C(=O)N2CC=3N=C(N(C(C3C[C@H]2C)=O)C2=CN=C(N2C)C(=O)NC)NC(C)C)C=CC(=C1C(F)(F)F)Cl